NC=1N=C(SC1C(C1=CC=C(C=C1)N1CCOCC1)=O)N(C1=CC=C(C=C1)F)C(C(=O)N)C (N-[4-amino-5-(4-morpholinobenzoyl)thiazol-2-yl]-4-fluoro-anilino)propanamide